methyl 4-(2-(((benzyloxy)carbonyl)amino)-3-cyano-5,7-difluorobenzo[b]thiophen-4-yl)-5-chloro-2-(3-(ethoxycarbonyl)thioureido)-3-fluorobenzoate C(C1=CC=CC=C1)OC(=O)NC1=C(C2=C(S1)C(=CC(=C2C2=C(C(=C(C(=O)OC)C=C2Cl)NC(=S)NC(=O)OCC)F)F)F)C#N